CC(CN1CCC(CC1)CN1N=C(C=CC1=O)N1N=CC=C1)C 2-[[1-(2-methylpropyl)piperidin-4-yl]methyl]-6-pyrazol-1-ylpyridazin-3-one